FC=1C=C(C=CC1F)C1=NNC=C1C=1N=C2C=C(C=NC2=CC1)C1=CCC(CC1)N(C)C 4-[6-[3-(3,4-difluorophenyl)-1H-pyrazol-4-yl]-1,5-naphthyridin-3-yl]-N,N-dimethyl-cyclohex-3-en-1-amine